tetrakis(2,2,6,6-tetra-methyl-4-piperidyl)-1,2,3,4-butan-tetracarboxylate CC1(NC(CC(C1)OC(=O)CC(C(CC(=O)OC1CC(NC(C1)(C)C)(C)C)C(=O)OC1CC(NC(C1)(C)C)(C)C)C(=O)OC1CC(NC(C1)(C)C)(C)C)(C)C)C